BrCCCCCCC(C(=O)O)C 8-bromo-2-methyloctanoic acid